1,2,4-Triazole-1-carboxamidine hydrochloride Cl.N1(N=CN=C1)C(=N)N